2-amino-N-(1-(6-(benzylsulfanyl)-3,5-dicyano-4-ethylpyridin-2-yl)piperidin-4-yl)acetamide NCC(=O)NC1CCN(CC1)C1=NC(=C(C(=C1C#N)CC)C#N)SCC1=CC=CC=C1